(12AR)-9-(2-chloro-6-hydroxyphenyl)-10-fluoro-8-(prop-1-yn-1-yl)-3,4,12,12a-tetrahydro-6H-pyrazino[2,1-c][1,4]benzoxazepine-2(1H)-carboxylic acid tert-butyl ester C(C)(C)(C)OC(=O)N1C[C@@H]2COC3=C(CN2CC1)C=C(C(=C3F)C3=C(C=CC=C3O)Cl)C#CC